N-(3-(morpholinomethyl)-1,2,4-thiadiazol-5-yl)-5-(3-(trifluoromethyl)phenyl)thiophene-3-carboxamide O1CCN(CC1)CC1=NSC(=N1)NC(=O)C1=CSC(=C1)C1=CC(=CC=C1)C(F)(F)F